ClC=1C(=C(OCC(=O)OCC)C=C(C1CC1=CC(=C(C=C1)O)C(C)C)Cl)OC ethyl 2-(3,5-dichloro-4-(4-hydroxy-3-isopropylbenzyl)-2-methoxyphenoxy)acetate